3-fluoro-N-((2-methylpyrazolo[1,5-c]pyrimidin-3-yl)methyl)-4-(trifluoromethoxy)benzamide FC=1C=C(C(=O)NCC=2C(=NN3C=NC=CC32)C)C=CC1OC(F)(F)F